C(C)(C)(C)OC(NCC1=NOC(=N1)[C@H]1NCCCC1)=O (S)-((5-(piperidin-2-yl)-1,2,4-oxadiazol-3-yl)methyl)carbamic acid tert-butyl ester